C1(=CCCC1)C=1C=CC(=C(C(=O)OC)C1)[N+](=O)[O-] methyl 5-(cyclopent-1-en-1-yl)-2-nitrobenzoate